4-amino-pyridineformylhydrazine NC1=CC(=NC=C1)C(=O)NN